C(C)(C)(C)OC(=O)N1CC2(C[C@H]1C(N[C@H](C(=O)OC)C[C@H]1C(NCC1)=O)=O)CCCC2 (S)-tert-butyl-3-(((S)-1-methoxy-1-oxo-3-((S)-2-oxopyrrolidin-3-yl)propan-2-yl) carbamoyl)-2-azaspiro[4.4]nonane-2-carboxylate